C(CCCCCCCCCCCCC)N(CCCCCCCCCCCCCC)CC(F)(F)F N,N-ditetradecyl-2,2,2-trifluoroethylamine